3-methyltetrahydrofuran-3,4-diyl diacetate C(C)(=O)OC1(COCC1OC(C)=O)C